(R)-6-(4-chlorobenzyl)-N-cyclopropyl-9-isopropyl-7,10-dioxo-2,6,9-triazaspiro[4.5]decane-2-carboxamide ClC1=CC=C(CN2[C@@]3(CCN(C3)C(=O)NC3CC3)C(N(CC2=O)C(C)C)=O)C=C1